C1(CCC1)N1N=CC(=C1)C(=O)OCC ethyl 1-cyclobutyl-1H-pyrazole-4-carboxylate